FC(C1=NN=C(O1)C=1C(=NC(=NC1)NC1=CC=C2CC(NC(C2=C1)=O)(C)C)N[C@H](CO)C1=CC=CC=C1)F 7-[[5-[5-(difluoromethyl)-1,3,4-oxadiazol-2-yl]-4-[[(1S)-2-hydroxy-1-phenyl-ethyl]amino]pyrimidin-2-yl]amino]-3,3-dimethyl-2,4-dihydroisoquinolin-1-one